(E)-3-(4-(((1-(6-Cyano-5'-(3-hydroxy-4-methoxyphenyl)-3'-methoxy-[3,4'-bipyridin]-2'-yl)piperidin-4-yl)amino)methyl)phenyl)-N-hydroxyacrylamide formate C(=O)O.C(#N)C1=CC=C(C=N1)C1=C(C(=NC=C1C1=CC(=C(C=C1)OC)O)N1CCC(CC1)NCC1=CC=C(C=C1)/C=C/C(=O)NO)OC